FC(C1=NN=C2N1N=C(CC2)N2CCC(CC2)C2=CC=C(OCCCCCCC(=O)N)C=C2)(F)F 7-(4-(1-(3-(trifluoromethyl)-7,8-dihydro-[1,2,4]triazolo[4,3-b]pyridazin-6-yl)piperidin-4-yl)phenoxy)heptanamide